Cl.NC1=C2N(C(N(C2=NC=N1)[C@H]1C(CN(CC1)C1CCN(CC1)C1CN(C1)C=1C=CC(=NC1)C(=O)O)(F)F)=O)C1=CC=C(C=C1)OC1=CC=CC=C1 5-{3-[(4R)-4-[6-amino-8-oxo-7-(4-phenoxyphenyl)purin-9-yl]-3,3-difluoro-[1,4'-bipiperidin]-1'-yl]azetidin-1-yl}pyridine-2-carboxylic acid hydrochloride